N1C=NC=C1CCNC(C1=CC=C(C=C1)C1=NC=C2N1C=C(N=C2)C2=CC(=CC=C2)F)=O N-(2-(1H-imidazol-5-yl)ethyl)-4-(6-(3-fluorophenyl)imidazo[1,5-a]pyrazin-3-yl)benzamide